5,6-diethyl-N-hydroxy-3-[(1-methyl-1H-1,2,4-triazol-3-yl)oxy]pyridazine-4-carboxamidine C(C)C=1C(=C(N=NC1CC)OC1=NN(C=N1)C)C(=N)NO